1-Nonyl-3-butylpiperidinium chlorid [Cl-].C(CCCCCCCC)[NH+]1CC(CCC1)CCCC